N1=C(C(=C(C=C1)N)C=1C=NC=CC1)N 3,3'-bipyridyldiamine